2-(cyclopropylmethyl)-N-ethyl-N-phenyl-1,2,3,4-tetrahydroisoquinolin-7-amine hydrochloride Cl.C1(CC1)CN1CC2=CC(=CC=C2CC1)N(C1=CC=CC=C1)CC